2-(1-cyclopropyl-4-(4-fluorophenyl)-1H-imidazol-5-yl)-N-(2-fluoro-4-(4-methylpiperazin-1-yl)phenyl)thiazole-4-carboxamide C1(CC1)N1C=NC(=C1C=1SC=C(N1)C(=O)NC1=C(C=C(C=C1)N1CCN(CC1)C)F)C1=CC=C(C=C1)F